N-hydroxy-4-((2-oxo-2H-chromen-4-yl)oxy)butanamide ONC(CCCOC1=CC(OC2=CC=CC=C12)=O)=O